tert-butyl (N-(3-((3-cyano-6,7-dimethoxyquinolin-4-yl)amino)propyl)sulfamoyl)carbamate C(#N)C=1C=NC2=CC(=C(C=C2C1NCCCNS(=O)(=O)NC(OC(C)(C)C)=O)OC)OC